N-((2S,3S)-2-((2,3'-difluoro-5'-methylbiphenyl-3-yl)methyl)-1-(2-hydroxy-2-methylpropanoyl)pyrrolidin-3-yl)ethanesulfonamide FC1=C(C=CC=C1C[C@@H]1N(CC[C@@H]1NS(=O)(=O)CC)C(C(C)(C)O)=O)C1=CC(=CC(=C1)C)F